4-((E)-but-1-en-3-yn-1-yl)-N-((2S,3S)-4,4-difluoro-3-hydroxy-1-(hydroxyamino)-3-methyl-1-oxobutan-2-yl)benzamide C(=C\C#C)/C1=CC=C(C(=O)N[C@H](C(=O)NO)[C@](C(F)F)(C)O)C=C1